4-carboxy-4'-hydroxy-biphenyl C(=O)(O)C1=CC=C(C=C1)C1=CC=C(C=C1)O